NC1=C2NC(=NC2=NC=N1)NCC1=CC(=C(C=C1)Cl)Cl 6-amino-8-[(3,4-dichlorophenyl)methylamino]purin